C(C1=CC=CC=C1)OCCOCCOCCOC=1C=C2C(=CN1)N(N=C2)C(C)=O 1-[5-[2-[2-(2-benzyloxyethoxy)ethoxy]ethoxy]pyrazolo[3,4-c]pyridin-1-yl]ethanone